(S)-ethyl 8-(6-((R)-1-([1,1':4',1''-terphenyl]-2'-yl)-2,2,2-trifluoroethoxy)-2-aminopyrimidin-4-yl)-2,8-diazaspiro[4.5]decane-3-carboxylate C1(=CC=CC=C1)C1=C(C=C(C=C1)C1=CC=CC=C1)[C@H](C(F)(F)F)OC1=CC(=NC(=N1)N)N1CCC2(C[C@H](NC2)C(=O)OCC)CC1